methyl 3-aminopropanoate hydrochloride salt Cl.NCCC(=O)OC